FC1=CC=C(C=C1)N1CCNCC1 1-(4-fluorophenyl)-piperazine